NN1C(=NN=C1C1=CC(=C(C=C1)OC)Cl)S 4-amino-5-(3-chloro-4-methoxyphenyl)-4H-1,2,4-triazole-3-thiol